2-(piperazin-1-yl)-N-(3-(thieno[2,3-c]pyridin-2-yl)-1H-pyrrolo[2,3-b]pyridin-5-yl)isonicotinamide N1(CCNCC1)C=1C=C(C(=O)NC=2C=C3C(=NC2)NC=C3C3=CC=2C(=CN=CC2)S3)C=CN1